BrS1CSC1 1-bromo-1,3-dithiacyclobutane